C(C)(=O)N1C(=NC2=C1C=CC(=C2)N2CCN(CC2)C(C)=O)C2=CC(=C(C(=C2)OC)O)O 1-(4-(1-acetyl-2-(3,4-dihydroxy-5-methoxyphenyl)-1H-benzo[d]imidazol-5-yl)piperazin-1-yl)ethanone